CN(C)C1=C(C(=CC=C1)N(C)C)C1=CC=CC=C1 2',6'-bis(N,N-dimethylamino)biphenyl